O(CC)C=C(C(=O)[O-])C ethoxylmethacrylate